3-(2,6-difluoro-4-(4-(4-(4,4,5,5-tetramethyl-1,3,2-dioxaborolan-2-yl)phenyl)piperidin-1-yl)phenyl)piperidine-2,6-dione FC1=C(C(=CC(=C1)N1CCC(CC1)C1=CC=C(C=C1)B1OC(C(O1)(C)C)(C)C)F)C1C(NC(CC1)=O)=O